(R)-N-(2-(difluoromethoxy)-4-(4,7-diazaspiro[2.5]octan-7-yl)phenyl)-9-methyl-6-oxo-6,7,8,9-tetrahydropyrido[3',2':4,5]pyrrolo[1,2-a]pyrazine-2-carboxamide FC(OC1=C(C=CC(=C1)N1CCNC2(CC2)C1)NC(=O)C=1C=CC=2C=C3N([C@@H](CNC3=O)C)C2N1)F